3-(3-(3-((4-Methyl-4H-1,2,4-triazol-3-yl)methyl)oxetan-3-yl)phenyl)-5-(trifluoromethyl)pyridin-2(1H)-one CN1C(=NN=C1)CC1(COC1)C=1C=C(C=CC1)C=1C(NC=C(C1)C(F)(F)F)=O